(1R,2R,5S)-N-((R)-1-cyano-2-((S)-2-oxopyrrolidin-3-yl)ethyl)-3-(9-hydroxy-9H-fluorene-9-carbonyl)-6,6-dimethyl-3-azabicyclo[3.1.0]hexane-2-carboxamide C(#N)[C@@H](C[C@H]1C(NCC1)=O)NC(=O)[C@H]1[C@H]2C([C@H]2CN1C(=O)C1(C2=CC=CC=C2C=2C=CC=CC12)O)(C)C